N-(3-(pyridin-2-yl)-4-(trifluoromethoxy)phenyl)-6-azabicyclo[3.1.1]heptane-6-carboxamide N1=C(C=CC=C1)C=1C=C(C=CC1OC(F)(F)F)NC(=O)N1C2CCCC1C2